5-(morpholin-4-carbonyl)-4-phenylpyridin-2(1H)-on N1(CCOCC1)C(=O)C=1C(=CC(NC1)=O)C1=CC=CC=C1